IC(I)I tri-iodomethane